ClC1=C(OC2=C(C(=O)N)C=CC=N2)C=CC(=C1)CC(=O)NC1=NN2C(C=C(C=C2)OC)=N1 2-(2-chloro-4-(2-((7-methoxy-[1,2,4]triazolo-[1,5-a]pyridin-2-yl)amino)-2-oxoethyl)phenoxy)-nicotinamide